ClC1=C(NC2=NC=C(C(=N2)NCCCN2C(CCCC2)=O)C(F)(F)F)C=C(C=C1)CO 1-[3-[[2-[2-Chloro-5-(hydroxymethyl)anilino]-5-(trifluoromethyl)pyrimidin-4-yl]amino]propyl]piperidin-2-one